rac-methyl (4bS,5R,6R,7S,7aR)-7a-(4-bromophenyl)-4b-hydroxy-4-methoxy-5-((methylsulfonyl)oxy)-7-phenyl-4b,6,7,7a-tetrahydro-5H-cyclopenta[4,5]furo[2,3-c]pyridine-6-carboxylate BrC1=CC=C(C=C1)[C@]12[C@](C3=C(C=NC=C3OC)O1)([C@@H]([C@@H]([C@H]2C2=CC=CC=C2)C(=O)OC)OS(=O)(=O)C)O |r|